ethyl 2-(4-amino-6-bromo-9H-pyrimido[4,5-b]indol-9-yl)acetate NC1=NC=NC=2N(C3=CC=C(C=C3C21)Br)CC(=O)OCC